OC(CO)C1OC(C(=C1[O-])O)=O.[Na+] Sodium 2-(1,2-dihydroxy-ethyl)-4-hydroxy-5-oxo-2,5-dihydro-furan-3-olate